Cl.C[C@@H]1N(CCNC1)C(C)C1=NC=CC=C1 (2S)-2-methyl-1-[1-(2-pyridinyl)ethyl]piperazine hydrochloride